C(C)(C)(C)OC(=O)NCC1=NOC(C1)(C(=O)OC)COC Methyl 3-(((tert-butoxycarbonyl)amino)methyl)-5-(methoxymethyl)-4,5-dihydroisoxazole-5-carboxylate